FC(C1=CC=C2C(=N1)O[C@@H]1[C@H]2N(CCC1)C=O)(F)F ((4aS,9bS)-7-(trifluoromethyl)-3,4,4a,9b-tetrahydrofuro[2,3-b:4,5-b']dipyridin-1(2H)-yl)methanone